3-[(1,1-Dioxo-1,2,4-thiadiazinan-3-yl)methyl]-1,2,4-thiadiazinan-1,1-dioxid O=S1(NC(NCC1)CC1NS(CCN1)(=O)=O)=O